L-Canavanin N[C@@H](CCONC(=N)N)C(=O)O